ClC=1C=NC(=NC1)N1CCN(CC1)C(CCOC[C@@H](C)NC1=C(C(NN=C1)=O)C(F)(F)F)=O 5-[[(2R)-1-[3-[4-(5-Chloropyrimidin-2-yl)piperazin-1-yl]-3-oxopropoxy]propan-2-yl]amino]-4-(trifluoromethyl)-2,3-dihydropyridazin-3-one